bis(4,6-di-tert-butylphenol) fluorophosphite P(O)(O)F.C(C)(C)(C)C1=CC=C(C(=C1)C(C)(C)C)O.C(C)(C)(C)C1=CC=C(C(=C1)C(C)(C)C)O